m-[6-amino-2-(1-{[6-(methoxymethyl)-2-pyridinyl]methyl}-1H-1,2,3-triazol-4-yl)-4-pyridinyl]benzonitrile NC1=CC(=CC(=N1)C=1N=NN(C1)CC1=NC(=CC=C1)COC)C=1C=C(C#N)C=CC1